C1(CC1)C=1C=C(C(=NC1)C1=NN=C(C2=CC=CC=C12)N[C@H]1CN(CCC1)C)O 5-cyclopropyl-2-(4-{[(3R)-1-methylpiperidin-3-yl]amino}phthalazin-1-yl)pyridin-3-ol